4-hydroxyphenethyl (3R,6S)-3-benzyl-6-methyl-8-((S)-1-((4-methylpentyl)amino)-1-oxohexan-2-yl)-4,7-dioxohexahydropyrazino[2,1-c][1,2,4]oxadiazine-1(6H)-carboxylate C(C1=CC=CC=C1)[C@@H]1C(N2C(N(O1)C(=O)OCCC1=CC=C(C=C1)O)CN(C([C@@H]2C)=O)[C@H](C(=O)NCCCC(C)C)CCCC)=O